OC(C(N)=N)(C([2H])([2H])[2H])C([2H])([2H])[2H] 2-hydroxy-2-(methyl-d3)propanimidamide-3,3,3-d3